COCC1(CNCC1)C 3-(methoxymethyl)-3-methylpyrrolidin